2,2-diisopropylbutyronitrile C(C)(C)C(C#N)(CC)C(C)C